BrC1=CC2=C(C(CCO2)=O)C=C1C 7-Bromo-6-methyl-2,3-dihydro-4H-1-benzopyran-4-one